CN1[C@@H](CNC[C@H]1C)C (2R,6R)-1,2,6-trimethylpiperazine